4-[(2-{4-[5-chloro-2-(1,3,4-oxadiazol-2-yl)phenyl]-5-methoxy-2-oxopyridin-1(2H)-yl}-4-methoxybutyryl)amino]-2-fluorobenzamide ClC=1C=CC(=C(C1)C1=CC(N(C=C1OC)C(C(=O)NC1=CC(=C(C(=O)N)C=C1)F)CCOC)=O)C=1OC=NN1